2-cyclopropylamino-4-(4-(difluoromethoxy)phenyl)-6-(2-methyl-2H-indazol-5-yl)thiazolo[4,5-d]pyrimidine-5,7(4H,6H)-dione C1(CC1)NC=1SC2=C(N(C(N(C2=O)C2=CC3=CN(N=C3C=C2)C)=O)C2=CC=C(C=C2)OC(F)F)N1